N2-methyl-2'-O-methyl-guanosine CNC=1NC(C=2N=CN([C@H]3[C@H](OC)[C@H](O)[C@@H](CO)O3)C2N1)=O